C(C)N(C(=O)S(=O)CC1COC1)CC N,N-diethyl-1-((oxetan-3-yl-methyl)sulfinyl)-methanamide